C(C1=CC=CC=C1)NC(=O)C1(OC2=C(CC1)C(=C(C(=C2C)C)O)C)C N-benzyl-6-hydroxy-2,5,7,8-tetramethyl-3,4-dihydro-2H-1-benzopyran-2-carboxamide